N-(3-(3-(trifluoro-methyl)phenoxy)-2,3-dihydro-1H-inden-5-yl)acrylamide FC(C=1C=C(OC2CCC3=CC=C(C=C23)NC(C=C)=O)C=CC1)(F)F